BrC=1C=C2C(N(C(=NC2=CC1)[C@H](CCC)N1CCN([C@@H](CC1)C)C)CC)=O 6-bromo-2-((S)-1-((R)-4,5-dimethyl-1,4-diazepan-1-yl)butyl)-3-ethylquinazolin-4(3H)-one